OC[C@H](C1=CC=CC=C1)NC1=NC(=NC=C1C=1OC(=NN1)C=1C=NC=CC1)NC1=CC=C2C(NN(C2=C1)C(C)C)=O (S)-6-((4-((2-hydroxy-1-phenylethyl)amino)-5-(5-(pyridin-3-yl)-1,3,4-oxadiazol-2-yl)pyrimidin-2-yl)amino)-1-isopropyl-1,2-dihydro-3H-indazol-3-one